ClC1=CC2=C(OC(CN2)C(=O)N[C@@H]2CC[C@H](CC2)CNC2=NC3=CC=C(C=C3C=C2)Cl)C=C1 trans-6-chloro-N-(4-((6-chloroquinolin-2-ylamino)methyl)cyclohexyl)-3,4-dihydro-2H-benzo[b][1,4]oxazine-2-carboxamide